Cl.CC1=C(CC2OC(C3=CC(=CC=C23)N2CCNCC2)=O)C=CC(=C1)C 3-(2,4-dimethylbenzyl)-6-(piperazin-1-yl)isobenzofuran-1(3H)-one hydrochloride